1-ethyl-N-methyl-4,5,6,7-tetrahydro-2-benzothiophen-5-amine hydrochloride Cl.C(C)C=1SC=C2C1CCC(C2)NC